2-[4-[1-(2,6-dioxo-3-piperidyl)-3-methyl-2-oxo-benzimidazol-4-yl]-1-piperidyl]acetic acid O=C1NC(CCC1N1C(N(C2=C1C=CC=C2C2CCN(CC2)CC(=O)O)C)=O)=O